N-((2-fluoro-5-methoxybenzyl)oxy)-6-(6-methoxypyridin-3-yl)pyrazine-2-carboxamide FC1=C(CONC(=O)C2=NC(=CN=C2)C=2C=NC(=CC2)OC)C=C(C=C1)OC